BrCCCCCCCCCCCCCCCCCC(=O)O C18-bromostearic acid